CNC(C)CC1=C(C=CC(=C1)OC)OC N-methyl-2,5-dimethoxy-amphetamine